2-(4-chlorophenyl)-2-(1-cyclopropylethyl)epoxyethane Oxalosuccinate C(=O)(C(=O)O)C(C(=O)O)CC(=O)O.ClC1=CC=C(C=C1)C1(CO1)C(C)C1CC1